methyl 3-(bromomethyl)bicyclo[1.1.1]pentane-1-carboxylate BrCC12CC(C1)(C2)C(=O)OC